OC1CC2=C[C@H](CN2C1)OCC1=CC=C(C=C1)OC (6R,7aR)-2-hydroxy-6-((4-methoxybenzyl)oxy)tetrahydro-1H-pyrrolizine